ClC=1C=C(C=C(C1)C(F)(F)F)C=1C=CC=C2C(=C(C=NC12)NC(=O)[C@H]1CCOC2=CC=CC=C12)N(C)C (4S)-N-[8-[3-chloro-5-(trifluoromethyl)phenyl]-4-(dimethylamino)-3-quinolyl]chromane-4-carboxamide